C[Si](C)(C)[SiH2][SiH2][SiH3] trimethylsilyl-trisilane